tert-Butyl 2-(5-chloro-2-(((2-(ethoxycarbonyl)-1H-pyrrol-3-yl)amino)methyl)phenyl)piperidine-1-carboxylate ClC=1C=CC(=C(C1)C1N(CCCC1)C(=O)OC(C)(C)C)CNC1=C(NC=C1)C(=O)OCC